COC(CCN1N=NN=C1S)CC 1-(3-methoxypentyl)tetrazole-5-thiol